(2R)-1-{2-[1-(2-fluoroethyl)-5-methylpyrazol-4-ylsulfonyl]-4H,6H-pyrrolo[3,4-c]pyrazol-5-yl}-2-(2-fluorophenyl)-3-hydroxypropan-1-one FCCN1N=CC(=C1C)S(=O)(=O)N1N=C2C(=C1)CN(C2)C([C@@H](CO)C2=C(C=CC=C2)F)=O